NC1=C(C=C(C(=O)NC=2C(N(C=CC2)C(C(=O)NNCC(=O)OCCCC)C(C)C)=O)C=C1)Cl butyl (2-(3-(4-amino-3-chlorobenzamido)-2-oxopyridin-1(2H)-yl)-3-methylbutanamido)glycinate